2-((4-(6-((4-Chloro-2-fluorobenzyl)oxy)pyridin-2-yl)piperidin-1-yl)methyl)-7-fluoro-4-methoxy-1-methyl-1H-benzo[d]imidazole-6-carboxylic acid ClC1=CC(=C(COC2=CC=CC(=N2)C2CCN(CC2)CC2=NC3=C(N2C)C(=C(C=C3OC)C(=O)O)F)C=C1)F